OC=1C=NC2=C(C=CC=C2C1OC)O 3,8-dihydroxyl-4-methoxyquinoline